ClC=1C=C2[C@@H](C[C@@H](N(C2=CC1)C(CC)=O)C)NC1=CC=C(C=C1)NC(CNC(=O)NC1=CC=C(C=C1)OCCN1[C@@H](C(N(CC1)C)=O)C)=O |o1:4,6| N-(4-(((2S*,4R*)-6-chloro-2-methyl-1-propionyl-1,2,3,4-tetrahydroquinolin-4-yl)amino)phenyl)-2-(3-(4-(2-((R)-2,4-dimethyl-3-oxopiperazin-1-yl)ethoxy)phenyl)ureido)acetamide